lignoceryl-amine C(CCCCCCCCCCCCCCCCCCCCCCC)N